COP(OC)(=O)\C=C\[C@H]1O[C@H]([C@@H]([C@@H]1O)COC)N1C(N(C(C=C1)=O)C(C1=CC=CC=C1)=O)=O ((E)-2-((2R,3S,4R,5R)-5-(3-benzoyl-2,4-dioxo-3,4-dihydropyrimidin-1(2H)-yl)-3-hydroxy-4-(methoxymethyl)tetrahydrofuran-2-yl)vinyl)phosphonic acid dimethyl ester